(R)-1-methyl-6-(5-(pyrrolidin-3-yloxy)pentyl)-1,2,3,4-tetrahydropyrido[2,3-b]pyrazine CN1C2=C(NCC1)N=C(C=C2)CCCCCO[C@H]2CNCC2